ClC1=C(C=C(C=C1)[N+](=O)[O-])CNC 1-(2-chloro-5-nitrophenyl)-N,N-dimethylamine